C(CCC)NC=1C2=C(N=C(N1)NC(=O)OC)C(=NN2CC2=C(C=C(C(=O)OC)C=C2)OC)C=C methyl 4-((7-(butylamino)-5-((methoxy-carbonyl)amino)-3-vinyl-1H-pyrazolo[4,3-d]pyrimidin-1-yl)methyl)-3-methoxybenzoate